COC([C@H](CC1CCC1)OC1=C(C=C(C=C1)Br)C1=NOCC1OCC)=O Methyl-(2S)-2-[4-bromo-2-(4-ethoxy-4,5-dihydroisoxazol-3-yl)phenoxy]-3-cyclobutylpropanoat